NC1=NC=C(C2=C1C(=C(N2C)I)C2=CC(=C(C(=O)NC([2H])([2H])[2H])C=C2)F)Br 4-(4-Amino-7-bromo-2-iodo-1-methylpyrrolo[3,2-c]pyridin-3-yl)-2-fluoro-N-(trideuteriomethyl)benzamide